C(C)(C)(C)OC(=O)N[C@H](COC1CCC=2C(=CC=C(C12)C)C(=O)O)C [(2S)-2-(tert-butoxycarbonylamino)propoxy]-7-methyl-indane-4-carboxylic acid